7-fluoro-3-[[(2S)-oxetan-2-yl]methyl]benzimidazole-5-carboxylate FC1=CC(=CC2=C1N=CN2C[C@H]2OCC2)C(=O)[O-]